C1(=CC=CC=C1)C1CN(CC12CCC2)C(=O)C=2NN=NC2 8-Phenyl-6-(3H-1,2,3-triazole-4-carbonyl)-6-azaspiro[3.4]octane